2Z,4E-decadienoic acid-N-isobutylamide C(C(C)C)NC(\C=C/C=C/CCCCC)=O